2-(3,6-diazabicyclo[3.1.1]heptan-3-yl)-N-cyclopropyl-7-(thiazol-2-yl)benzo[d]oxazole-4-carboxamide C12CN(CC(N1)C2)C=2OC=1C(N2)=C(C=CC1C=1SC=CN1)C(=O)NC1CC1